ClC=1C(N(N=CC1NC([C@@H]1COCCC1)([2H])[2H])C1=CC=C(C=C1)N(C1=NC=C(C=C1)F)CC)=O 4-chloro-5-[[dideuterio-[(3R)-tetrahydropyran-3-yl]methyl]amino]-2-[4-[ethyl-(5-fluoro-2-pyridyl)amino]phenyl]pyridazin-3-one